Cl.Cl.N1(N=CC=C1)C1=C(CNC2=C3C(=NC=4N2N=CC4)C4(NC3)CCCC4)C=CC=C1 N-(2-(1H-pyrazol-1-yl)benzyl)-6',7'-dihydrospiro[cyclopentane-1,5'-pyrazolo[1,5-a]pyrrolo[3,4-d]pyrimidine]-8'-amine dihydrochloride